Diethyl ({[2-(3,5-dichlorophenyl)pyridin-3-yl]amino}methylene)malonate ClC=1C=C(C=C(C1)Cl)C1=NC=CC=C1NC=C(C(=O)OCC)C(=O)OCC